3-(3-(6-(2-((5-Chloro-1-methyl-1H-pyrazol-4-yl)amino)pyrimidin-4-yl)pyridin-2-yl)-1-((2-(trimethylsilyl)ethoxy)methyl)-1H-pyrazol-5-yl)-3-hydroxy-1-methylpyrrolidin-2-one ClC1=C(C=NN1C)NC1=NC=CC(=N1)C1=CC=CC(=N1)C1=NN(C(=C1)C1(C(N(CC1)C)=O)O)COCC[Si](C)(C)C